(2S)-2-(1-chlorocyclopropyl)-4-[(1S)-2,2-dichlorocyclopropyl]-1-(1H-1,2,4-triazol-1-yl)butan-2-ol methyl-2-(1-tert-butoxycarbonyl-4-piperidyl)-6-isopropoxy-indazole-5-carboxylate CC=1N(N=C2C=C(C(=CC12)C(=O)O[C@](CN1N=CN=C1)(CC[C@@H]1C(C1)(Cl)Cl)C1(CC1)Cl)OC(C)C)C1CCN(CC1)C(=O)OC(C)(C)C